2-(((S or R)-(4-isopropylphenyl)(thiophen-2-yl)methyl)carbamoyl)cyclopentane-1-carboxylic acid C(C)(C)C1=CC=C(C=C1)[C@@H](C=1SC=CC1)NC(=O)C1C(CCC1)C(=O)O |o1:9|